6-[8-[[2-[(1S)-1-aminoethyl]-8-fluoro-6,7-dihydro-5H-cyclopenta[f][1,3]benzoxazol-6-yl]methyl]-2-oxo-1-oxa-3,8-diazaspiro[4.5]decan-3-yl]-4H-pyrazino[2,3-b][1,4]oxazin-3-one N[C@@H](C)C=1OC2=C(N1)C=C1C(=C2F)CC(C1)CN1CCC2(CN(C(O2)=O)C2=NC3=C(OCC(N3)=O)N=C2)CC1